pyrimidine-1,3-diamine N1(CN(CC=C1)N)N